O1NC(=CC=C1)C(=O)[O-] oxazinecarboxylate